ClC=1C(=NC(=NC1)N[C@@H]1[C@@H]([C@H]2C(O[C@@H]([C@H]1O)O2)(F)F)C)C=2C=C(C1=C(N(C(=N1)C(C)(C)O)C(C)C)C2)F (1S,2S,3R,4S,5S)-3-((5-chloro-4-(4-fluoro-2-(2-hydroxypropan-2-yl)-1-isopropyl-1H-benzo[d]imidazol-6-yl)pyrimidin-2-yl)amino)-7,7-difluoro-2-methyl-6,8-dioxabicyclo[3.2.1]octan-4-ol